2-Methyl-1-oxo-1,2-dihydroisoquinoline-5-carbaldehyde CN1C(C=2C=CC=C(C2C=C1)C=O)=O